FC1([C@@H]([C@@H](N(C1)C(=O)C1(CCC1)O)CC1=C(C(=CC=C1)C1=NC(=CC=C1F)C)F)NS(N(C)C)(=O)=O)F N'-[(2S,3R)-4,4-difluoro-2-{[2-fluoro-3-(3-fluoro-6-methylpyridin-2-yl)phenyl]-methyl}-1-(1-hydroxycyclobutane-1-carbonyl)pyrrolidin-3-yl]-N,N-dimethyl-sulfuric diamide